COC=1C=C2CCN(CC2=CC1OC)C1=NC=NC2=CC=C(C=C12)C=1C=NN(C1)C 4-(6,7-dimethoxy-3,4-dihydroisoquinolin-2(1H)-yl)-6-(1-methyl-1H-pyrazol-4-yl)quinazoline